2-(3-(1-(4-methyl-4H-1,2,4-triazol-3-yl)cyclobutyl)phenyl)-3-oxo-7-(trifluoromethyl)isoindoline-5-carboxylic acid CN1C(=NN=C1)C1(CCC1)C=1C=C(C=CC1)N1CC2=C(C=C(C=C2C1=O)C(=O)O)C(F)(F)F